lauryl-butanediamine C(CCCCCCCCCCC)C(CCC)(N)N